COC=1C=C(C=CC1)C1=CC(=CS1)C(=O)NC1=NC(=NS1)CC(C)N1CCOCC1 5-(3-Methoxyphenyl)-N-(3-(2-morpholinopropyl)-1,2,4-thiadiazol-5-yl)thiophene-3-carboxamide